2,6-difluoro-3-pyrrolophenylferrocene FC=1[CH-]C=CC1C1=CC(=CC2=C1C=CN2)F.[CH-]2C=CC=C2.[Fe+2]